N[C@H]1C[C@H](CO[C@@H]1C1=C(C=CC(=C1)F)F)N1CC2=C(N(N3C2=NC=CC3C(F)(F)F)C3=CC=C(C=C3)C)CC1 9-((3r,5s,6r)-5-amino-6-(2,5-difluorophenyl)tetrahydro-2H-pyran-3-yl)-4-trifluoromethyl-6-p-methylphenyl-7,8,9,10-tetrahydropyrido[4',3':3,4]pyrazolo[1,5-a]pyrimidine